5-((4-(3-chloro-5-(trifluoromethyl)pyridin-2-yl)piperazin-1-yl)methyl)-2-(2,4-dioxotetrahydropyrimidin-1(2H)-yl)isoindoline-1,3-dione ClC=1C(=NC=C(C1)C(F)(F)F)N1CCN(CC1)CC=1C=C2C(N(C(C2=CC1)=O)N1C(NC(CC1)=O)=O)=O